C(C)(C)(C)[S@@](=O)N[C@@H]1C2=C(N=CS2)CC12CCN(CC2)C=2N=CC(=NC2)[S-].[Na+] Sodium 5-((S)-6-(((R)-tert-butylsulfinyl)amino)-4,6-dihydrospiro[cyclopenta[d]thiazole-5,4'-piperidine]-1'-yl)pyrazine-2-thiolate